N[C@@H]1[C@@H]([C@H]2CC[C@@H](C1)N2C2=C(N=C1C(=N2)NN=C1C1=C(C2=C(N=C(S2)C)C=C1)Cl)CO)F {6-[(1R,2S,3S,5S)-3-amino-2-fluoro-8-azabicyclo[3.2.1]octan-8-yl]-3-(7-chloro-2-methyl-1,3-benzothiazol-6-yl)-1H-pyrazolo[3,4-b]pyrazin-5-yl}methanol